5-(sec-butyl)-2-(2,4-dimethylcyclohex-3-en-1-yl)-5-(methyl)-1,3-dioxan C(C)(CC)C1(COC(OC1)C1C(C=C(CC1)C)C)C